di-n-butyl xanthate O(C(=S)SCCCC)CCCC